ClC1=CC=C(C(=N1)C(=O)NS(=O)(=O)C)N[C@H](C)C=1C=C(C=C2C(N(C(=NC12)N1CCC(CC1)C1=NN(C=C1)C(F)(F)F)C)=O)C (R)-6-chloro-3-((1-(3,6-dimethyl-4-oxo-2-(4-(1-(trifluoromethyl)-1H-pyrazol-3-yl)piperidin-1-yl)-3,4-dihydroquinazolin-8-yl)ethyl)amino)-N-(methylsulfonyl)picolinamide